FC(C1=C(C=CC=C1)OP(O)(O)=O)F (2-(difluoromethyl)phenyl)phosphoric acid